3,3-difluoro-1-(6-(2-methylimidazo[1,2-b]pyridazin-7-yl)thieno[2,3-b]pyridin-2-yl)cyclobutan-1-ol FC1(CC(C1)(O)C1=CC=2C(=NC(=CC2)C2=CC=3N(N=C2)C=C(N3)C)S1)F